FC(C(=O)O)(F)F.N1=C2C(=CC(=C1)CNC(=O)[C@@H]1CCC=3N1C(C(=CN3)NCC3=CC(=CC(=C3)C)C)=O)CNC2 (S)-N-((6,7-dihydro-5H-pyrrolo[3,4-b]pyridin-3-yl)methyl)-3-((3,5-dimethyl-benzyl)amino)-4-oxo-4,6,7,8-tetrahydropyrrolo[1,2-a]pyrimidine-6-carboxamide trifluoroacetate